N-hydroxy-N-methyl-5-((1-(4-(trifluoromethyl)phenyl)-1H-1,2,4-triazol-3-yl)amino)picolinamide sodium alpha-ketoglutarate O=C(C(=O)[O-])CCC(=O)[O-].[Na+].ON(C(C1=NC=C(C=C1)NC1=NN(C=N1)C1=CC=C(C=C1)C(F)(F)F)=O)C.[Na+]